DL-Alanin N[C@@H](C)C(=O)O |r|